6,6'-(2,2'-dichloro-5-fluoro-[1,1'-biphenyl]-3,3'-diyl)bis(2-methoxynicotinaldehyde) ClC1=C(C=C(C=C1C1=NC(=C(C=O)C=C1)OC)F)C1=C(C(=CC=C1)C1=NC(=C(C=O)C=C1)OC)Cl